2-(2-chloro-N-(2-((5-chloro-2-(4-chloro-1H-1,2,3-triazol-1-yl)phenyl)amino)-2-oxoethyl)acetamido)-3-(4-chlorophenyl)propanoic acid tert-butyl ester C(C)(C)(C)OC(C(CC1=CC=C(C=C1)Cl)N(C(CCl)=O)CC(=O)NC1=C(C=CC(=C1)Cl)N1N=NC(=C1)Cl)=O